C(=O)(O)C(CC=1C=C(C=CC1)NC(=O)NC=1C=C(C=CC1)CC(C(=O)O)C1CNCC1(F)F)C1CNCC1(F)F 3-[3-[[3-[2-Carboxy-2-(4,4-difluoropyrrolidin-3-yl)ethyl]phenyl]carbamoylamino]phenyl]-2-(4,4-difluoropyrrolidin-3-yl)propanoic acid